ClC1=C(C=CC(=C1)N1C[C@H]2CC[C@@H](C1)N2C)NC2=NC=C(C(=N2)NCCCN2CCOCCC2=O)C(F)(F)F 4-(3-((2-((2-chloro-4-((1R,5S)-8-methyl-3,8-diazabicyclo[3.2.1]octan-3-yl)phenyl)amino)-5-(trifluoromethyl)pyrimidin-4-yl)amino)propyl)-1,4-oxazepan-5-one